N4-[5-[(8-bromoquinazolin-2-yl)amino]-2-methyl-phenyl]-N1,N1-dimethyl-terephthalamide BrC=1C=CC=C2C=NC(=NC12)NC=1C=CC(=C(C1)NC(C1=CC=C(C(=O)N(C)C)C=C1)=O)C